3-(cyclopent-1-en-1-yl)-1-(tetrahydro-2H-pyran-2-yl)-1H-pyrazole C1(=CCCC1)C1=NN(C=C1)C1OCCCC1